N-(cis-4-(difluoromethoxy)cyclohexyl)-5-(3-(2-fluoroethyl)-2-methyl-3H-imidazo[4,5-b]pyridin-5-yl)pyrrolo[2,1-f][1,2,4]triazin-2-amine FC(O[C@H]1CC[C@H](CC1)NC1=NN2C(C=N1)=C(C=C2)C2=CC=C1C(=N2)N(C(=N1)C)CCF)F